((1S,2R)-3,3-difluorocyclopropane-1,2-diyl)dimethanamine dihydrochloride Cl.Cl.FC1([C@H]([C@H]1CN)CN)F